N(=[N+]=[N-])C1(COCC1)C=1SC=C(C1C(=O)OC)C methyl 2-(3-azidotetrahydrofuran-3-yl)-4-methylthiophene-3-carboxylate